6-Nitro-1-oxo-2-phenyl-2H-1λ5-indazole-3-carbonitrile [N+](=O)([O-])C=1C=CC2=C(N(N(=C2C1)=O)C1=CC=CC=C1)C#N